N1=C(C=CC=C1)C1(CCC1)CO (1-(pyridin-2-yl)cyclobutyl)methanol